FC1=C(C(=CC=C1NS(=O)(=O)C=1C(=NC=C(C1)F)OC)F)C=1N=CC=2N(C1)C=NC2C=2NC1=C(N2)C=CC(=C1)C(=O)OC methyl 2-[6-[2,6-difluoro-3-(5-fluoro-2-methoxypyridine-3-sulfonamido)phenyl] imidazo[1,5-a]pyrazin-1-yl]-3H-1,3-benzo-diazole-5-carboxylate